3-(1,1-dioxo-1,2-thiazolidin-2-yl)-6-methyl-N-(3,4,5-trifluorophenyl)-6,7-dihydro-4H-triazolo[1,5-a]pyrazine-5-carboxamide O=S1(N(CCC1)C=1N=NN2C1CN(C(C2)C)C(=O)NC2=CC(=C(C(=C2)F)F)F)=O